N-ethyl-N-(2-iodophenyl)methacrylamide [1-[(7-bromo-2-methyl-benzimidazol-1-yl)methyl]-2-[tert-butoxycarbonyl(methyl)amino]ethyl]acetate BrC1=CC=CC2=C1N(C(=N2)C)CC(CN(C)C(=O)OC(C)(C)C)OC(C)=O.C(C)N(C(C(=C)C)=O)C2=C(C=CC=C2)I